ClC1=CC=C(CN2N=C3C4=C(CCC3=C2)OC(=C4C)C(=O)NCCCO)C=C1 2-(4-chlorobenzyl)-N-(3-hydroxypropyl)-8-methyl-4,5-dihydro-2H-furo[2,3-g]indazole-7-carboxamide